CC=1C=C(C(=O)O)C=C(C1OC)C 3,5-dimethyl-p-anisic acid